tert-butyl 7-cyano-7-(1-methyl-1H-pyrazol-3-yl)-3-azabicyclo[4.1.0]heptane-3-carboxylate Tert-butyl-tetrahydro-[1,3,2]dioxathiolo[4,5-c]pyridine-5(4H)-carboxylate C(C)(C)(C)OC(=O)N1CC2C(CC1)OSO2.C(#N)C2(C1CCN(CC21)C(=O)OC(C)(C)C)C2=NN(C=C2)C